2,5-dichloro-2,5-cyclohexadiene-1,4-diol ClC=1C(C=C(C(C1)O)Cl)O